5-(N,N-dipropylaminosulfonyl)amino-3-(1-azabicyclo[5.4.0]undecan-4-yl)-2-methyl-benzothiophene C(CC)N(S(=O)(=O)NC=1C=CC2=C(C(=C(S2)C)C2CCN3CCCCC3CC2)C1)CCC